CN(C)C1=CC=NC=C1 4-(N,N-Dimethylamino)pyridine